(R*)-7-((2-methoxy-1-(pyrimidin-2-yl)ethyl)amino)-6-(6-methoxy-1H-imidazo[4,5-c]-pyridin-2-yl)-2-methyl-2H-pyrazolo[4,3-b]pyridin-5(4H)-one COC[C@@H](C1=NC=CC=N1)NC=1C=2C(NC(C1C=1NC3=C(C=NC(=C3)OC)N1)=O)=CN(N2)C |o1:3|